(2S,3S,5S,6R,7aR)-6-(3-chlorophenyl)-5-(4-chlorophenyl)-3-ethyl-2,7a-dimethylhexahydrofuro[2,3-b]oxazolo[3,2-a]pyridin-9(5H)-one ClC=1C=C(C=CC1)[C@H]1C[C@]2(C3(N([C@@H]1C1=CC=C(C=C1)Cl)[C@H]([C@@H](O3)C)CC)OC(C2)=O)C